FC1=C(C=C(C=C1)[N+](=O)[O-])NC=1C2=C(N=CN1)N(C=C2)S(=O)(=O)C2=CC=C(C)C=C2 N-(2-fluoro-5-nitrophenyl)-7-tosyl-7H-pyrrolo[2,3-d]pyrimidin-4-amine